but-3-yn-1-ol C(CC#C)O